(4-amino-1-methyl-1H-pyrazolo[4,3-c]quinolin-8-yl)[3-(benzo[d]thiazol-5-yl)morpholinyl]methanone NC1=NC=2C=CC(=CC2C2=C1C=NN2C)C(=O)N2C(COCC2)C=2C=CC1=C(N=CS1)C2